sulfhydryl-triethylene glycol SC(COCCOCCO)O